C(CCCCCCC)C(C(=O)[O-])S.C(CCCCCCC)C(C(=O)[O-])S.C(CCC)[Sn+2]CCCC dibutyl-tin bis(octyl thioglycolate)